(R and S)-tert-butyl 1-(iodomethyl)-3-azabicyclo[3.1.0]hexane-3-carboxylate IC[C@]12CN(CC2C1)C(=O)OC(C)(C)C |r|